NC1=C(C=C(N=N1)C1=C(C=CC=C1)O)N1CCN(C2(CCC2)C1)C1=CC(=CC=C1)OC1CCNCC1 2-[6-amino-5-[5-[3-(4-piperidyloxy)phenyl]-5,8-diazaspiro[3.5]nonan-8-yl]pyridazin-3-yl]phenol